benzyl 3-(aminomethyl)azetidine-1-carboxylate NCC1CN(C1)C(=O)OCC1=CC=CC=C1